ethyl 3-(6-chloro-5-fluoro-2-((2-isopropyl-4-methylpyridin-3-yl)amino)pyridin-3-yl)-2-nitro-3-oxopropionate ClC1=C(C=C(C(=N1)NC=1C(=NC=CC1C)C(C)C)C(C(C(=O)OCC)[N+](=O)[O-])=O)F